2-[1-[(2,3-difluorophenyl)methyl]-5-oxopyrrolidin-2-yl]-N-[2-(3-methylphenyl)ethyl]acetamid FC1=C(C=CC=C1F)CN1C(CCC1=O)CC(=O)NCCC1=CC(=CC=C1)C